C1(CC1)C=1C=CC2=C(C(=N[C@@H](C=3N2C=NC3C(=O)O)C)C3=C(C=CC=C3)F)C1 (R)-8-Cyclopropyl-6-(2-fluorophenyl)-4-methyl-4H-benzo[f]imidazo[1,5-a][1,4]diazepine-3-carboxylic acid